chromen-4-one hydrochloride Cl.O1C=CC(C2=CC=CC=C12)=O